C[SiH](C1=C(C=CC=C1)[Si@H](C1=C(C=CC=C1)P1CC2=C(C3=C(C1)C=CC1=CC=CC=C13)C=1C=CC=CC1C=C2)C2=CC=C(C=C2)OC)C (4R,11bS)-4-(2-((R)-(2-(dimethylsilyl)phenyl)(4-methoxyphenyl)silyl)phenyl)-4,5-dihydro-3H-dinaphtho[2,1-c:1',2'-e]phosphepine